piperidine carboxyethyl-germanium salt C(=O)([O-])CC[Ge+].N1CCCCC1